CN(C1CCC(CC1)NC1=NC=C2C(=N1)N(C(N(C2)C=2C=C(C(=NC2)NS(=O)(=O)CCC(F)(F)F)F)=O)C(C)C)C N-(5-(7-(((1r,4r)-4-(dimethylamino)cyclohexyl)amino)-1-isopropyl-2-oxo-1,4-dihydropyrimido[4,5-d]pyrimidin-3(2H)-yl)-3-fluoropyridin-2-yl)-3,3,3-trifluoropropane-1-sulfonamide